ClC1=CC=C(C=C1)C(C#C)(C)C=1N=C(SC1)NC(C1=C(C=C(C=C1F)N1C(CNCC1)CO)F)=O N-[4-[1-(4-chlorophenyl)-1-methyl-prop-2-ynyl]thiazol-2-yl]-2,6-difluoro-4-[2-(hydroxymethyl)piperazin-1-yl]benzamide